CNC1CN(C1)C1=NC(=NC(=C1)C=1C(=NNC1)C(F)(F)F)N 4-(3-(methylamino)azetidin-1-yl)-6-(3-(trifluoromethyl)-1H-pyrazol-4-yl)pyrimidin-2-amine